(E)-3-(4-chlorophenyl)-1-(2-hydroxy-4,6-dimethoxyphenyl)prop-2-en-1-one ClC1=CC=C(C=C1)/C=C/C(=O)C1=C(C=C(C=C1OC)OC)O